CC1(OCC(O1)CC=1C(=C(C=CC1)C1C=2N(CCN1)C(=CN2)C)F)C 8-(3-((2,2-Dimethyl-1,3-dioxolan-4-yl)methyl)-2-fluorophenyl)-3-methyl-5,6,7,8-tetrahydroimidazo[1,2-a]pyrazine